1-(3-chlorophenyl)-3-(m-tolyl)urea ClC=1C=C(C=CC1)NC(=O)NC=1C=C(C=CC1)C